(R)-N-(2-(ethylamino)-2-phenylethyl)-3,3,5-trimethyl-2,3-dihydro-1H-pyrrolo[3,2-b]pyridine-1-carboxamide C(C)N[C@@H](CNC(=O)N1CC(C2=NC(=CC=C21)C)(C)C)C2=CC=CC=C2